C1(C2C(C(O1)=O)C1C3C4C5C6C(C(OC6=O)=O)C(C4CC3C2C1)C5)=O dodecahydro-1H-4,11:5,9-dimethanofluoreno[2,3-c:6,7-c']difuran-1,3,6,8(3aH)-tetraone